3-(1-(1,1-di(pyridin-2-yl)ethyl)-4-(ethylsulfonyl)-1H-indol-6-yl)-1-methyl-1,6-dihydro-7H-pyrrolo[2,3-c]pyridin-7-one N1=C(C=CC=C1)C(C)(C1=NC=CC=C1)N1C=CC2=C(C=C(C=C12)C1=CN(C=2C(NC=CC21)=O)C)S(=O)(=O)CC